(propane-1,3-diyl)bis(N1-methyl-N3,N3-bis(3-(trimethoxysilyl)propyl)-1,3-propanediamine) C(CCC(CCN(CCC[Si](OC)(OC)OC)CCC[Si](OC)(OC)OC)NC)C(CCN(CCC[Si](OC)(OC)OC)CCC[Si](OC)(OC)OC)NC